C(C)(C)(C)OC(=O)NCCN1C=NC=C1C(=O)OC methyl 3-(2-tert-butoxycarbonylamino-ethyl)-3H-imidazole-4-carboxylate